CC1(OC2=C(C1)C=C(C(=C2)C2COC(OC2)CNC)NC(=O)C=2C=NN1C2N=CC=C1)C N-[2,2-dimethyl-6-[2-(methylaminomethyl)-1,3-dioxan-5-yl]-3H-benzofuran-5-yl]pyrazolo[1,5-a]pyrimidine-3-carboxamide